C(#N)C=1C(=CC(=NC1N1[C@H](CC1)C)N1C[C@@H]2C([C@@H]2C1)[C@@H](C(=O)O)C)C(F)(F)F (S)-2-((1R,5S,6R)-3-(5-cyano-6-((S)-2-methylazetidin-1-yl)-4-(trifluoromethyl)pyridin-2-yl)-3-azabicyclo[3.1.0]hexan-6-yl)propanoic acid